nickel-iron Manganese oxide [O-2].[Mn+2].[Fe+2].[Ni+2].[O-2].[O-2]